N-(3-amino-7-((1-aminocyclopropyl)ethynyl)-4-(2-chloro-5-fluorophenoxy)-1-methyl-1H-indazol-5-yl)-3-fluoro-5-(trifluoromethyl)benzamide NC1=NN(C2=C(C=C(C(=C12)OC1=C(C=CC(=C1)F)Cl)NC(C1=CC(=CC(=C1)C(F)(F)F)F)=O)C#CC1(CC1)N)C